Cl.N[C@@H](C(=O)OC)CC(N)=O methyl (2R)-2-amino-3-carbamoylpropanoate hydrochloride